(S)-quinuclidin-3-yl ((R)-5-(4-(tert-butoxy)phenyl)-6-fluoro-2,2-dimethyl-2,3-dihydro-1H-inden-1-yl)carbamate C(C)(C)(C)OC1=CC=C(C=C1)C=1C=C2CC([C@H](C2=CC1F)NC(O[C@@H]1CN2CCC1CC2)=O)(C)C